(R and S)-N-(bis(4-chlorophenyl)methyl)-3-(2-hydroxyethyl)-2-oxoimidazolidine-4-carboxamide ClC1=CC=C(C=C1)C(NC(=O)[C@@H]1N(C(NC1)=O)CCO)C1=CC=C(C=C1)Cl |r|